p-(2,4-dihydroxyphenylazo)benzenesulfonic acid sodium salt [Na+].OC1=C(C=CC(=C1)O)N=NC1=CC=C(C=C1)S(=O)(=O)[O-]